FC1(OC(C(S1(=O)=O)(F)F)(F)F)C(F)(F)F 2,4,4,5,5-pentafluoro-2-(trifluoromethyl)-1,3-oxathiolane 3,3-dioxide